3-Chloro-4-cyanophenyl 2,3-dideoxy-3-[4-(2-hydroxythiazol-4-yl)-1H-1,2,3-triazol-1-yl]-1-thio-α-D-galactopyranoside OC=1SC=C(N1)C=1N=NN(C1)[C@@H]1C[C@@H](SC2=CC(=C(C=C2)C#N)Cl)O[C@@H]([C@@H]1O)CO